(8aS,12aR)-11-(2-methoxyphenylethyl)-4-methyl-4,5,6,7,8a,9,10,11,12,12a-decahydro-[1,4]diazepino[3,2,1-hi]pyrido[4,3-b]indole COC1=C(C=CC=C1)CCN1C[C@@H]2[C@@H](N3C4=C(C=CC=C24)N(CCC3)C)CC1